6-Chloro-N-(methyl-d3)-4-((1-methyl-4-oxo-5-(1,1,1-trifluoropropan-2-yl)-4,5-dihydro-1H-pyrrolo[3,2-c]pyridin-3-yl)amino)nicotinamide ClC1=NC=C(C(=O)NC([2H])([2H])[2H])C(=C1)NC1=CN(C2=C1C(N(C=C2)C(C(F)(F)F)C)=O)C